C1(CC1)NC(OCOC1=NC=C(C=C1)I)=O 1-(((5-iodopyridin-2-yl) oxy) methyl) cyclopropylcarbamate